NC=1NC(=C(C(C1C(=O)OC)C=1C2=C(SC1)C=CC=C2)C(=O)OC)N Dimethyl 2,6-diamino-4-(benzo[b]thiophen-3-yl)-1,4-dihydropyridine-3,5-dicarboxylate